3-aminopropyl(diisopropoxymethylsilane) NCCC[SiH2]C(OC(C)C)OC(C)C